3-(((5-(N-(2-cyclopropyl-4-iodo-5-methylphenyl)but-2-ynamido)-1-methyl-1H-pyrazolo[4,3-b]pyridin-3-yl)oxy)methyl)benzoic acid C1(CC1)C1=C(C=C(C(=C1)I)C)N(C(C#CC)=O)C1=CC=C2C(=N1)C(=NN2C)OCC=2C=C(C(=O)O)C=CC2